(2,6-difluoro-3,5-dimethoxyphenyl)(5-(4-(4-ethylpiperazin-1-yl)-2-nitrophenylamino)furo[2,3-c]pyridin-2-yl)methanone ethyl-5-amino-1-isopropyl-1H-pyrazole-4-carboxylate C(C)OC(=O)C=1C=NN(C1N)C(C)C.FC1=C(C(=C(C=C1OC)OC)F)C(=O)C1=CC=2C(=CN=C(C2)NC2=C(C=C(C=C2)N2CCN(CC2)CC)[N+](=O)[O-])O1